ClC1=C(C(=NC=2N1C(NN2)=O)N2CC=1C=C(C=NC1CC2)C(F)(F)F)C 5-chloro-6-methyl-7-(3-(trifluoromethyl)-7,8-dihydro-1,6-naphthyridin-6(5H)-yl)-[1,2,4]triazolo[4,3-a]pyrimidin-3(2H)-one